(S)-6-(4-(1,1-difluoro-2-hydroxy-2-methylpropyloxy)phenyl)-4-(piperidin-3-ylamino)pyrido[3,2-d]pyrimidine-8-carboxamide FC(C(C)(C)O)(OC1=CC=C(C=C1)C=1C=C(C=2N=CN=C(C2N1)N[C@@H]1CNCCC1)C(=O)N)F